FC1=C(N2C(S1)=NC(=C2)C(=O)O)C2=CC=C(C=C2)F 2-fluoro-3-(4-fluorophenyl)imidazo[2,1-b]thiazole-6-carboxylic acid